ClC1=C(C=CC(=C1)C)C(C)C1=C(C=C(C=C1)C)Cl 1,1-bis(2-chloro-4-methylphenyl)-ethane